2-((3-cyano-4,6-bis(trifluoromethyl)pyridin-2-yl)-amino)-N-methyl-N-(quinazolin-6-yl)acetamide C(#N)C=1C(=NC(=CC1C(F)(F)F)C(F)(F)F)NCC(=O)N(C=1C=C2C=NC=NC2=CC1)C